C(C)(C)(C)C1=CC=C(C=C1)C1=C(C(=CC=C1)C1=CC=C(C=C1)C(C)(C)C)I 4,4''-di-t-butyl-2'-iodo-1,1':3',1''-terphenyl